FC(OC=1C=2N(C=C(C1)C(F)(F)F)C[C@@]1(N2)C2=C(OCCC1)C(=C(C=C2)F)F)F (S)-8'-(difluoromethoxy)-8,9-difluoro-6'-(trifluoromethyl)-3,4-dihydro-2H,3'H-spiro[benzo[b]oxepine-5,2'-imidazo[1,2-a]pyridine]